2-(2-(naphthalen-2-yl)-1H-indol-3-yl)-2-phenylacetonitrile C1=C(C=CC2=CC=CC=C12)C=1NC2=CC=CC=C2C1C(C#N)C1=CC=CC=C1